FC1=C(C(=O)N([C@H]2CNCCC2)C2=NC=CC3=CC=CC(=C23)C)C=CC(=C1)N1N=NC=2C1=NC(=CC2)C(F)(F)F (R)-2-fluoro-N-(8-methylisoquinolin-1-yl)-N-(piperidin-3-yl)-4-(5-(trifluoromethyl)-3H-[1,2,3]triazolo[4,5-b]pyridin-3-yl)benzamide